2-(((R)-1-(7-methyl-2-((S)-1-methyl-2-oxopiperidin-4-yl)-4-oxo-4H-pyrido[1,2-a]pyrimidin-9-yl)ethyl)amino)benzoic acid CC=1C=C(C=2N(C(C=C(N2)[C@@H]2CC(N(CC2)C)=O)=O)C1)[C@@H](C)NC1=C(C(=O)O)C=CC=C1